dimethyl-trimethyl-ammonium stearate chloride [Cl-].C(CCCCCCCCCCCCCCCCC)(=O)[O-].CC([NH+](C)C)C.CC(C)[NH+](C)C